(3-Chloro-4-fluorophenyl)-1-(3,4-difluorophenyl)-1-((6,7,8,9-tetrahydro-5H-[1,2,4]triazolo[4,3-a]azepin-3-yl)methyl)urea ClC=1C=C(C=CC1F)NC(N(CC1=NN=C2N1CCCCC2)C2=CC(=C(C=C2)F)F)=O